S1C(=NC=C1)N=C1SC=C(N1)C1=CC=C(C=C1)Br 2-((thiazol-2-yl)imino)-4-(4-bromophenyl)thiazole